OC(C(=O)N(CCO)CCO)=CCC 2-hydroxypentenoyl-diethanolamine